5-amino-4-methoxy-1H-pyrrolo[2,3-b]pyridine-1-carboxylic acid tert-butyl ester C(C)(C)(C)OC(=O)N1C=CC=2C1=NC=C(C2OC)N